2,4-Diamino-6-phenyl-1,3,5-triazine NC1=NC(=NC(=N1)N)C1=CC=CC=C1